CCCCCCCCCCCCCCCCCCCCCCCCC(=O)N[C@@H](COP(=O)([O-])OCC[N+](C)(C)C)[C@@H](/C=C/CCCCCCCCC(C)CC)O The molecule is a sphingomyelin 42:1 obtained by formal condensation of the carboxy group of pentacosanoic acid with the amino group of 14-methylhexadecasphingosine-1-phosphocholine. It is a metabolite of the nematode Caenorhabditis elegans. It has a role as a Caenorhabditis elegans metabolite. It derives from a 14-methylhexadecasphingosine and a pentacosanoic acid.